FC1=C(C=C2C(=NN(C2=C1)C1OCCCC1)C#C[Si](C(C)C)(C(C)C)C(C)C)C=1C=NN(C1O[C@H]1CNCCC1)C 2-[6-fluoro-5-[1-methyl-5-[[(3R)-3-piperidyl]oxy]pyrazol-4-yl]-1-tetrahydropyran-2-yl-indazol-3-yl]ethynyl-triisopropyl-silane